ClC=1N=CC(=NC1)NNC(=O)C1=CC=C(C(=O)OC)C=C1 methyl 4-(2-(5-chloropyrazin-2-yl)hydrazine-1-carbonyl)benzoate